6,7-difluoro-3-nitroquinolin-2(1H)-one FC=1C=C2C=C(C(NC2=CC1F)=O)[N+](=O)[O-]